N(=[N+]=[N-])CC1=C(C=C(C(=O)OC)C=C1)F Methyl 4-(azidomethyl)-3-fluorobenzoate